[(1,4,8,11-tetraazacyclotetradecan-1-yl)methyl]phosphonic acid N1(CCNCCCNCCNCCC1)CP(O)(O)=O